butyl (4,4-difluorocyclohexyl)(2-(methylsulfonyl)-6-morpholinopyrimidin-4-yl)carbamate FC1(CCC(CC1)N(C(OCCCC)=O)C1=NC(=NC(=C1)N1CCOCC1)S(=O)(=O)C)F